C(C)(=O)N1CCC(CC1)(OC([2H])([2H])[2H])C=1C(N(C2=C(C(=NC(=C2C1)N[C@H](C)C1=C(C(=CC=C1)C(F)F)F)C)C#CC(C)(C)N)C)=O (R)-3-(1-acetyl-4-(methoxy-d3)piperidin-4-yl)-8-(3-amino-3-methylbut-1-yn-1-yl)-5-((1-(3-(difluoromethyl)-2-fluoroPhenyl)ethyl)amino)-1,7-dimethyl-1,6-naphthyridin-2(1H)-one